ClC=1C=C(C=C2C(=C(C=NC12)C#N)NCC(C)(C)C)N[C@H](C=1N=NN(C1)C1(CC1)C(F)(F)F)C1=C2C(=NNC2=CC=C1)C (S)-8-chloro-6-(((3-methyl-1H-indazol-4-yl)(1-(1-(trifluoromethyl)cyclopropyl)-1H-1,2,3-triazol-4-yl)methyl)amino)-4-(neopentylamino)quinoline-3-carbonitrile